CN(C1=CC=C(C=C1)C=1C(NC2=CC=C(C=C2C1)C1=CC=C(C=C1)N1CCN(CC1)C(C)C)=O)C 3-[4-(dimethylamino)phenyl]-6-{4-[4-(propan-2-yl)piperazin-1-yl]phenyl}-1,2-dihydroquinolin-2-one